C(C)(=O)C1=C(C2=C(N=C(N=C2)NC2=NC=C(C=C2)N2CC3CCC(C2)N3CC3=CC=C(C=C3)CCl)N(C1=O)C1CCCC1)C 6-acetyl-2-((5-(8-(4-(chloromethyl)benzyl)-3,8-diazabicyclo[3.2.1]octan-3-yl)pyridin-2-yl)amino)-8-cyclopentyl-5-methylpyrido[2,3-d]pyrimidin-7(8H)-one